C12(CC3CC(CC(C1)C3)C2)CNC(=O)C=2C=C3C=CN(C3=CC2)CC2=CC(=C(C(=O)OC)C=C2)F Methyl 4-((5-((((3r,5r,7r)-adamantan-1-yl)methyl)carbamoyl)-1H-indol-1-yl)methyl)-2-fluorobenzoate